OC1=C(C=O)C=CC(=C1)CN1C(CCC1)=O 2-hydroxy-4-((2-oxopyrrolidin-1-yl)methyl)benzaldehyde